3-(difluoromethylene)azetidine FC(=C1CNC1)F